(3S,5S)-5-((tert-butyldimethylsilyl)oxy)piperidin-3-ol [Si](C)(C)(C(C)(C)C)O[C@H]1C[C@@H](CNC1)O